Br.C1(=CC=CC=C1)P(CCCC(=O)O)(C1=CC=CC=C1)C1=CC=CC=C1 4-(triphenyl-λ5-phosphanyl)butanoic acid hydrobromide